2-[(6s)-4-(4-Chlorophenyl)-2,3,9-Trimethyl-6h-[1,2]oxazolo[5,4-C]thieno[2,3-E]azepin-6-Yl]acetamide ClC1=CC=C(C=C1)C=1C2=C(C3=C([C@@H](N1)CC(=O)N)ON=C3C)SC(=C2C)C